rac-(1S,2S,4R,5R,6R,7S)-7-(2-methylpyridin-4-yl)-N-(3-(trifluoromethyl)phenyl)-8-oxatricyclo[3.2.1.02,4]octane-6-carboxamide CC1=NC=CC(=C1)[C@@H]1[C@H]([C@H]2[C@@H]3C[C@@H]3[C@@H]1O2)C(=O)NC2=CC(=CC=C2)C(F)(F)F |r|